S1C2=C(C=C1)C(=CC=C2)N2CCN(CC2)CCCCOC2=NC1=CC(=CC=C1C=C2)OCC2=CC=CC=C2 2-[4-[4-(benzo[b]thiophen-4-yl)piperazin-1-yl]butoxy]-7-(benzyloxy)quinoline